CN1CCC(CC1)C(=O)NCC=1C=CC=2NC3=CC=C(C=C3OC2C1)C(F)(F)F 1-Methyl-N-((7-(trifluoromethyl)-10H-phenoxazin-3-yl)methyl)piperidine-4-carboxamide